2,5-bis(n-hexyl-dithio)-1,3,4-thiadiazole C(CCCCC)SSC=1SC(=NN1)SSCCCCCC